ClC=1C=C(OCC[C@H](C(=O)O)C)C=CC1C=1N(C2=NC=NC(=C2N1)OC1(CC1)C)CC1=C(C=CC(=C1)F)OC (R)-4-(3-chloro-4-(9-(5-fluoro-2-methoxybenzyl)-6-(1-methylcyclopropoxy)-9H-purin-8-yl)phenoxy)-2-methylbutanoic acid